C(C)(C)(C)OC(=O)N1C(C(CC1)N)CC1=CC(=CC=C1)Br.FC(C(=O)C=1C(OC2=CC=CC=C2C1)=O)(F)F 3-(trifluoroacetyl)coumarin tert-butyl-3-amino-2-(3-bromobenzyl)pyrrolidine-1-carboxylate